O[C@]1(CC(=O)OCC1)C (R)-3-Hydroxy-3-methyl-δ-valerolactone